C1=CC=CC=2C3=CC=CC=C3C(C12)COC(=O)N[C@@H](CCCCNC(NC[C@@H](O[Si](C(C)(C)C)(C)C)CC(=O)OC(C)(C)C)=O)C(=O)O (5S,14S)-14-((((9H-fluoren-9-yl)methoxy)carbonyl)amino)-5-(2-(tert-butoxy)-2-oxoethyl)-2,2,3,3-tetramethyl-8-oxo-4-oxa-7,9-diaza-3-silapentadecan-15-oic acid